trimercaptopropionate SC(CC(=O)[O-])(S)S